ClC1=C(OC2=C1C=CC=C2)C(=O)N[C@H](C(=O)NC=2C(N(C=CC2)CC(=O)NC2C1CC3CC(CC2C3)C1)=O)CCC(C(=O)NCC)=O (S)-2-(3-chlorobenzofuran-2-carboxamido)-N6-ethyl-N1-(1-(2-(2-adamantylamino)-2-oxoethyl)-2-oxo-1,2-dihydropyridin-3-yl)-5-oxohexanediamide